3-methyl-tetradecanoic acid CC(CC(=O)O)CCCCCCCCCCC